ClC1=CC=C(C=C1)C[C@@H](C(=O)NC=1C=C2CC(CC2=CC1)(C(NC)=O)N1C(N[C@@H](C1)C(C)C)=O)NC(=O)C1=CC=NN1C N-((2S)-3-(4-chlorophenyl)-1-((2-((R)-4-isopropyl-2-oxoimidazolidin-1-yl)-2-(methylcarbamoyl)-2,3-dihydro-1H-inden-5-yl)amino)-1-oxopropan-2-yl)-1-methyl-1H-pyrazole-5-carboxamide